ClC=1C=C(C=2N(N1)C=CN2)[C@@H]2[C@H](C2)C=2C=C1C=CC=NC1=CC2 6-[(1S,2S)-2-(6-chloroimidazo[1,2-b]pyridazin-8-yl)cyclopropyl]quinoline